ClC1=NC=C(C(=N1)C=1C=C2C(=NC1)CN(C2=O)[C@@H](C(=O)N[C@H](CO)C=2C=C(C=CC2)C)C)Cl (R)-2-(3-(2,5-dichloropyrimidin-4-yl)-5-oxo-5H-pyrrolo[3,4-b]pyridin-6(7H)-yl)-N-((S)-2-hydroxy-1-(m-tolyl)ethyl)propanamide